1-(5-(methylamino)nicotinyl)piperidine CNC=1C=NC=C(CN2CCCCC2)C1